((2-((3-hydroxypropyl)(8-(nonyloxy)-8-oxooctyl)amino)ethyl)azanediyl)bis(hexane-6,1-diyl) bis(4,4-bis(((Z)-oct-5-en-1-yl)oxy)butanoate) C(CCC\C=C/CC)OC(CCC(=O)OCCCCCCN(CCCCCCOC(CCC(OCCCC\C=C/CC)OCCCC\C=C/CC)=O)CCN(CCCCCCCC(=O)OCCCCCCCCC)CCCO)OCCCC\C=C/CC